FC(C1=CC=C(C=C1)S(=O)(=O)N1CC(OCC1)C=1SC2=C(C1)C=CC=C2)(F)F [4-[4-(trifluoromethyl)phenyl]sulfonylmorpholin-2-yl]benzothiophene